2-(6-(benzyloxy)-4,4-difluoro-2-phenyl-3,4-dihydronaphthalen-1-yl)-5-(4-(dimethoxymethyl)piperidin-1-yl)pyridine C(C1=CC=CC=C1)OC=1C=C2C(CC(=C(C2=CC1)C1=NC=C(C=C1)N1CCC(CC1)C(OC)OC)C1=CC=CC=C1)(F)F